ClC=1C=CC(=C(C1)C=1C=2N(N=C(C1)C)C(=CC2)C(=O)OC)OCCN2C(=NC=1CCC3(CC1C2=O)OCCO3)C methyl 4-[5-chloranyl-2-[2-(2'-methyl-4'-oxidanylidene-spiro[1,3-dioxolane-2,6'-7,8-dihydro-5H-quinazoline]-3'-yl) ethoxy]phenyl]-2-methyl-pyrrolo[1,2-b]pyridazine-7-carboxylate